(R)-3-((5-chloro-1H-indol-2-yl)methyl)-1-(1-(3-(hydroxymethyl)cyclobutane-1-carbonyl)piperidin-3-yl)-1-methylurea ClC=1C=C2C=C(NC2=CC1)CNC(N(C)[C@H]1CN(CCC1)C(=O)C1CC(C1)CO)=O